C[N+](CCCC=O)(C)C 4-trimethylammoniobutanal